[Br-].C(CCCCCCCCCCCCCCC)[N+](C)(C)C CETYL-TRIMETHYL-Ammonium Bromide